(1R)-1-(5-methylpyrazin-2-yl)ethylamine CC=1N=CC(=NC1)[C@@H](C)N